C(C)(C)(C)[Si](OC1=CC(=C(N)C=C1)C)(C)C 4-((tert-butyl-dimethyl-silyl)oxy)-2-methylaniline